COC1=CC(=NC(=N1)C1=C2C(=NC=C1)NC=C2)N2[C@@H](COCC2)C (R)-4-(6-methoxy-2-(1H-pyrrolo[2,3-b]pyridin-4-yl)pyrimidin-4-yl)-3-methylmorpholine